[O-2].[Mn+2].[Mg+2].[O-2] magnesium-manganese oxide